1,2-bis(6-methoxypyridin-3-yl)diselane COC1=CC=C(C=N1)[Se][Se]C=1C=NC(=CC1)OC